1,2-dipalmitoyl-3-succinylglycerol CCCCCCCCCCCCCCCC(=O)OC[C@H](COC(=O)CCC(=O)O)OC(=O)CCCCCCCCCCCCCCC